FC=1C=CC(=C(C1)CNC(=O)C=1C=C(C=NC1OC)C1=CC=C2C(=NNC2=C1)C(=O)NC)OC(C)C 6-[5-({[5-fluoro-2-(prop-2-yloxy)phenyl]methyl}carbamoyl)-6-methoxypyridin-3-yl]-N-methyl-1H-indazole-3-carboxamide